6-bromo-2-chloro-3-(4-methoxybenzyl)-3H-imidazo[4,5-b]pyridine BrC=1C=C2C(=NC1)N(C(=N2)Cl)CC2=CC=C(C=C2)OC